C(C)(C)(C)OC(=O)N1CC=2C(=NC=CC2C1)C1=NSC(=N1)NC1=NC=CC=C1N(C)C tert-Butyl-4-(5-((3-(dimethylamino)pyridin-2-yl)amino)-1,2,4-thiadiazol-3-yl)-1H-pyrrolo[3,4-c]pyridine-2(3H)-carboxylate